2-iodo-5-phenyl-[1,2,4]triazolo[1,5-a]pyridine IC1=NN2C(C=CC=C2C2=CC=CC=C2)=N1